2-bromomethyl-N-(1-phenyl-ethyl)-acrylamide BrCC(C(=O)NC(C)C1=CC=CC=C1)=C